N-(4-(6-((2-(bicyclo[2.2.1]hept-5-en-2-ylmethyl)-2-azaspiro[3.3]heptan-6-yl)amino)pyridazin-3-yl)phenyl)acetamide C12C(CC(C=C1)C2)CN2CC1(C2)CC(C1)NC1=CC=C(N=N1)C1=CC=C(C=C1)NC(C)=O